4-(4-(trifluoromethyl)phenyl)(2-oxazolyl)(3-pyridyl)methanone FC(C1=CC=C(C=C1)C1=C(C=NC=C1)C(=O)C=1OC=CN1)(F)F